aminocyclopropene-1-carboxylic acid NC1=C(C1)C(=O)O